NC1=CC=CC(=N1)S(=O)(=O)NC(=O)C=1C(=NC(=CC1)C1=C(C=C(C=C1)C)C)N1C(CC(C1)C)(C)C N-[(6-Amino-2-pyridyl)sulfonyl]-6-(2,4-dimethylphenyl)-2-(2,2,4-trimethylpyrrolidin-1-yl)pyridin-3-carboxamid